S(N)(=O)(=O)C=1C=C(C=CC1)NC(=O)C=1C=C2C(=NC1)OCO2 N-(3-sulfamoylphenyl)-[1,3]dioxolano[4,5-b]pyridine-6-carboxamide